COC[C@@]1(N2CCC(C1=O)CC2)COC(=O)N[C@@H](CC2=CC=CC=C2)C(=O)OC[C@]2(N1CCC(C2=O)CC1)COC ((1S,2R,4S)-2-(methoxymethyl)-3-oxoquinuclidin-2-yl)methyl ((((1S,2R,4S)-2-(methoxymethyl)-3-oxoquinuclidin-2-yl)methoxy)carbonyl)-L-phenylalaninate